2-((1r,4r)-4-((methyl-(3-azaspiro[5.5]undec-9-yl)amino)methyl)cyclohexyl)-2H-indazol CN(C1CCC2(CCNCC2)CC1)CC1CCC(CC1)N1N=C2C=CC=CC2=C1